1-(5-bromo-4-methylpyridin-2-yl)ethanone BrC=1C(=CC(=NC1)C(C)=O)C